4-(phenylsulfanyl)piperidine hydrogen chloride salt Cl.C1(=CC=CC=C1)SC1CCNCC1